FC1=CC(=C(OCC2CCN(CC2)C(=O)N2C[C@@H]3[C@@H](OCC(N3)=O)CC2)C=C1)C (4aR,8aS)-6-[4-[(4-fluoro-2-methyl-phenoxy)methyl]piperidine-1-carbonyl]-4,4a,5,7,8,8a-hexahydropyrido[4,3-b][1,4]oxazin-3-one